4-(1-acryloyl-2,5-dihydro-1H-pyrrol-3-yl)-5-fluoro-2,3-dimethyl-1H-indole-7-carboxamide C(C=C)(=O)N1CC(=CC1)C1=C2C(=C(NC2=C(C=C1F)C(=O)N)C)C